FC1=C(C(=C(C=C1)F)F)BC1=C(C=CC(=C1F)F)F bis(2,5,6-trifluorophenyl)borane